C[C@H]1C[N+]=2C(CO1)=C(ON2)[O-] (S)-6-methyl-6,7-dihydro-4H-[1,2,3]oxadiazolo[4,3-c][1,4]oxazin-8-ium-3-olate